(2E)-3-(3-fluorophenyl)prop-2-enoic acid methyl ester COC(\C=C\C1=CC(=CC=C1)F)=O